3-(((1r,4r)-4-(4-bromo-3-(trifluoromethyl)phenoxy)cyclohexyl)oxy)propan-1-ol BrC1=C(C=C(OC2CCC(CC2)OCCCO)C=C1)C(F)(F)F